C(C1=CC=CC=C1)OC1=C2C(=CN=C1C(=O)O)N(C=C2)C 4-(Benzyloxy)-1-methyl-1H-pyrrolo[2,3-c]pyridine-5-carboxylic acid